4-bromo-5-((2-(trimethylsilyl)ethoxy)methyl)-5,6,7,8,9,10-hexahydrocyclohepta[b]indole-3-carbonitrile BrC=1C(=CC=C2C3=C(N(C12)COCC[Si](C)(C)C)CCCCC3)C#N